[I-].C(CCCCCCCCCCC)[NH+]1CN(C=C1)C1=CC=CC2=CC=CC=C12 3-Dodecyl-1-(naphthalen-1-yl)-2H-imidazol-3-ium iodide